ClC1=C(C(=O)OC)C(=CC=C1[N+](=O)[O-])Cl Methyl 2,6-dichloro-3-nitrobenzoate